ClCC(=C)Cl 1,2-dichloroprop-2-ene